CC=1[N+](=C(NC1)CC)C methyl-ethyl-3-methylimidazolium